C(C)(C)C1OCCN(C1)C1=C(C(=CC=C1)N)N 3-(2-iso-propylmorpholino)benzene-1,2-diamine